3-(5-(((1-(6-(6-((R)-2-(3-Fluorophenyl)pyrrolidin-1-yl)imidazo[1,2-b]pyridazin-3-yl)pyridin-2-yl)piperidin-4-yl)methyl)amino)-1-oxoisoindolin-2-yl)piperidine-2,6-dione FC=1C=C(C=CC1)[C@@H]1N(CCC1)C=1C=CC=2N(N1)C(=CN2)C2=CC=CC(=N2)N2CCC(CC2)CNC=2C=C1CN(C(C1=CC2)=O)C2C(NC(CC2)=O)=O